CC1(OC(C(C(O1)=O)=C(C)NC=1C(=CSC1)C(=O)OC)=O)C methyl 4-[1-[2,2-di(methyl)-4,6-bis(oxidanylidene)-1,3-dioxan-5-ylidene]ethylamino]thiophene-3-carboxylate